O1CCN(CC1)[C@H](C(=O)OCC1=CC=CC=C1)C benzyl (S)-2-morpholinopropanoate